palmitic acid, hexyl ester C(CCCCCCCCCCCCCCC)(=O)OCCCCCC